C1N(CCC2=CC=CC=C12)C[C@H](CNC(=O)C1=CC(=NC=N1)NC1CCN(CC1)C(CCCCCCCCCC(=O)OC(C)(C)C)=O)O Tert-butyl (S)-11-(4-((6-((3-(3,4-dihydroisoquinolin-2(1H)-yl)-2-hydroxypropyl)carbamoyl)pyrimidin-4-yl)amino)piperidin-1-yl)-11-oxoundecanoate